2-(4-cyanooxyphenyl)-2-phenylpropane C(#N)OC1=CC=C(C=C1)C(C)(C)C1=CC=CC=C1